tert-Butyl 10-fluoro-10-((tosyloxy) methyl)-7-azaspiro[4.5]decane-7-carboxylate FC1(CCN(CC12CCCC2)C(=O)OC(C)(C)C)COS(=O)(=O)C2=CC=C(C)C=C2